ClC1=C(N=NC(=C1)C)C 4-chloro-3,6-dimethylpyridazine